7-bromo-8-fluoro-2-((1-(pyrrolidin-1-ylmethyl)cyclopropyl)methoxy)quinazolin-4-yl-2-(cyanomethyl)piperazine-1-carboxylic acid tert-butyl ester C(C)(C)(C)OC(=O)N1C(CNCC1)(CC#N)C1=NC(=NC2=C(C(=CC=C12)Br)F)OCC1(CC1)CN1CCCC1